CC(C(=C)NC(C)=O)(C)C N-(3,3-dimethylbut-1-en-2-yl)acetamide